FC(C1=C(N)C=CC=C1)(F)F 2-Trifluoromethyl-aniline